C12N(CC(CC1)C2)CC2=CC(=C(C=C2)N2C=NC(=C2)C2=NC(=NC=C2C(F)(F)F)NC2CCN(CC2)S(=O)(=O)C)Cl 4-(1-(4-((2-azabicyclo[2.2.1]hept-2-yl)methyl)-2-chlorophenyl)-1H-imidazol-4-yl)-N-(1-(methylsulfonyl)piperidin-4-yl)-5-(trifluoromethyl)pyrimidin-2-amine